FC(C=1C=2N(C=CC1)N=C(C2)[C@@H]2N(CCC1=C2N=CN1)C(=O)C=1OC(=NN1)C=1C=NN(C1)C)F (R)-(4-(4-(difluoromethyl)pyrazolo[1,5-a]pyridin-2-yl)-6,7-dihydro-1H-imidazo[4,5-c]pyridin-5(4H)-yl)(5-(1-methyl-1H-pyrazol-4-yl)-1,3,4-oxadiazol-2-yl)methanone